C(C)(C)(C)OC(CC1=C(C(=C(C=C1C1=CC(=NC=C1)OCC(C)(C)N1N=CC(=C1)S(N(CC1=CC=C(C=C1)OC)CC1=CC=C(C=C1)OC)(=O)=O)C#N)F)C(C)C)=O 2-(6-(2-(2-(4-(N,N-bis(4-methoxybenzyl)sulfamoyl)-1H-pyrazol-1-yl)-2-methylpropoxy)pyridin-4-yl)-4-cyano-3-fluoro-2-isopropylphenyl)-acetic acid tert-butyl ester